CC1=C(CNC2=CC=C3C(=N2)CN(C3=O)CCNC(C)=O)C=CC=C1 N-(2-(2-((2-methylbenzyl)amino)-5-oxo-5,7-dihydro-pyrrolo[3,4-b]pyridin-6-yl)ethyl)acetamide